3,5-bis(chloromethyl)-2,4,6-triisopropylphenol ClCC=1C(=C(C(=C(C1C(C)C)CCl)C(C)C)O)C(C)C